ClC1=CC(=C(COC=2C=C(C=CC2)C2=CC(=C(C=C2)CC2=NC3=C(N2CC2OCCC2)C=CC=C3)F)C=C1)F 2-((3'-(4-Chloro-2-fluorobenzyloxy)-3-fluorobiphenyl-4-yl)methyl)-1-((tetrahydrofuran-2-yl)methyl)-1H-benzo[d]imidazol